CC(CCOB(O)O)(C)C (3,3-dimethylbutyl)boric acid